(S)-N-(4-((1R,3R)-3,6-dimethyl-2-(2,2,3-trifluoropropyl)-2,3,4,9-tetrahydro-1H-pyrido[3,4-b]indol-1-yl)-3,5-difluorophenyl)-1-(3-fluoropropyl)pyrrolidin-3-amine C[C@@H]1CC2=C(NC3=CC=C(C=C23)C)[C@H](N1CC(CF)(F)F)C1=C(C=C(C=C1F)N[C@@H]1CN(CC1)CCCF)F